C1(C=CC(N1C(C(=O)N)C)=O)=O maleimidopropionamide